5-(2-fluoro-6-hydroxy-3-(3-(3-methoxypropyl)-1H-pyrazol-5-yl)phenyl)-1,2,5-thiadiazolidin-3-one 1,1-dioxide FC1=C(C(=CC=C1C1=CC(=NN1)CCCOC)O)N1CC(NS1(=O)=O)=O